(S)-N-(2-((dimethyl(oxo)-λ6-sulfaneylidene)amino)-6-(trifluoromethyl)pyridin-4-yl)-2-fluoro-8,8-dimethyl-7,8-dihydro-6H-cyclopenta[e]pyrazolo[1,5-a]pyrimidine-6-carboxamide CS(=O)(C)=NC1=NC(=CC(=C1)NC(=O)[C@H]1CC(C2=C1C=NC=1N2N=C(C1)F)(C)C)C(F)(F)F